ethyl 3-methoxybicyclo[3.1.0]hexane-6-carboxylate COC1CC2C(C2C1)C(=O)OCC